3-chloro-5-(2-(4-((2-chloropyrimidin-4-yl)methoxy)phenyl)propan-2-yl)-2-(methoxy-d3)benzonitrile ClC=1C(=C(C#N)C=C(C1)C(C)(C)C1=CC=C(C=C1)OCC1=NC(=NC=C1)Cl)OC([2H])([2H])[2H]